butanoic acid (butanoate) C(CCC)(=O)O.C(CCC)(=O)O